FC1=C(C(=CC=C1)OC)N1N=C2C(=CC1=O)NN=C2C=2C=NC(=CC2)N2CCOCC2 5-(2-fluoro-6-methoxyphenyl)-3-(6-morpholinopyridin-3-yl)-1H-pyrazolo[4,3-c]pyridazin-6(5H)-one